C(C1=CC=CC=C1)N1N=CC(=C1)C(=O)N1CC2(CN(C2)C(=O)OC(C)(C)C)C(C1)C(=O)O 6-(1-benzyl-1H-pyrazole-4-carbonyl)-2-(tert-butoxycarbonyl)-2,6-diazaspiro[3.4]octane-8-carboxylic acid